O[C@@H]1CC[C@H](CC1)C(=O)N(C[C@@H]1CC[C@H](CC1)C1=NC(=C(C=C1)OC)C)C1=CC(=CC=C1)C=1N=C(OC1)C(C)C trans-4-Hydroxy-N-(3-(2-isopropyloxazol-4-yl)phenyl)-N-((trans-4-(5-methoxy-6-methylpyridin-2-yl)cyclohexyl)methyl)cyclohexane-carboxamide